C(#N)C=1C=C(C=CC1)C=1N=C(SC1C1=CC(=NC(=C1)C)C)NC(=O)N1CCC(CC1)C(=O)O 1-[[4-(3-cyanophenyl)-5-(2,6-dimethyl-4-pyridinyl)thiazol-2-yl]carbamoyl]piperidine-4-carboxylic acid